3-fluoro-4-(2-((tetrahydro-2H-pyran-2-yl)oxy)ethoxy)-2-(4,4,5,5-tetramethyl-1,3,2-dioxaborolan-2-yl)benzonitrile FC=1C(=C(C#N)C=CC1OCCOC1OCCCC1)B1OC(C(O1)(C)C)(C)C